(R)-N-(5-(2-aminopyrazolo[1,5-a]pyridin-5-yl)-2-methylphenyl)-3-methyl-3-phenylisoxazolidine NC1=NN2C(C=C(C=C2)C=2C=CC(=C(C2)N2OCC[C@@]2(C2=CC=CC=C2)C)C)=C1